N=1NN=NC1COC1=C(C=C(C=C1)SCC=1SC(=NN1)C1=CC=C(C=C1)C(F)(F)F)C 2-(((4-((2H-tetrazol-5-yl)methoxy)-3-methylphenyl)thio)methyl)-5-(4-(trifluoromethyl)phenyl)-1,3,4-thiadiazole